3-hydroxy-N-(4-hydroxyphenyl)-N,2-dimethylpropionamide OCC(C(=O)N(C)C1=CC=C(C=C1)O)C